(methylamino)cyclopentanecarboxylate CNC1(CCCC1)C(=O)[O-]